5-(4-((1H-imidazol-1-yl)methyl)phenyl)-N-(3-(2-acetyl-5-methoxyphenoxy)propyl)acrylamide N1(C=NC=C1)CC1=CC=C(C=C1)C1(CC=C(C(OCCCNC(C=C)=O)=C1)C(C)=O)OC